CCCCCCCCCCCCCCCCCCCCCC(=O)O[C@H](COC(=O)CCCCCCC/C=C\CCCCC)COP(=O)(O)OC[C@H](CO)O 1-(9Z-pentadecenoyl)-2-docosanoyl-glycero-3-phospho-(1'-sn-glycerol)